C(C)(C)(C)NS(=O)(=O)C1=CC(=CC=C1)C(=O)N1CC2(C3=CC(=CC=C13)NS(=O)(=O)CC)CCC1(CC2)CC1 N-(tert-butyl)-3-(5''-(ethyl-sulfonamido)dispiro[cyclopropane-1,1'-cyclohexane-4',3''-indoline]-1''-carbonyl)benzenesulfonamide